perfluoroethyldimethylamine FC(N(C(F)(F)F)C(C(F)(F)F)(F)F)(F)F